[Li+].P([O-])([O-])(=O)F.[Li+] fluorophosphoric acid lithium salt